4-((tert-butoxycarbonylamino)methyl)benzoic acid C(C)(C)(C)OC(=O)NCC1=CC=C(C(=O)O)C=C1